ethyl (2E)-4-cyano-2-[(3,4-dichlorophenyl)-(ethylamino)methylene]-3-oxo-butanoate C(#N)CC(\C(\C(=O)OCC)=C(/NCC)\C1=CC(=C(C=C1)Cl)Cl)=O